C([C@@H]1[C@@H]([C@@H]([C@H]([C@H](O1)O[C@H](CO)COP(=O)([O-])[O-])O)O)O)O The molecule is dianion of 2-(alpha-D-galactosyl)-sn-glycerol 3-phosphate; major species at pH 7.3. It is a conjugate base of a 2-(alpha-D-galactosyl)-sn-glycerol 3-phosphate.